rac-tert-butyl (1R,2S,5S)-2-hydroxy-8-azabicyclo[3.2.1]octane-8-carboxylate O[C@@H]1[C@H]2CC[C@@H](CC1)N2C(=O)OC(C)(C)C |r|